ethyl 1-(4-(trifluoromethyl)benzyl)-1H-pyrazole-4-carboxylate FC(C1=CC=C(CN2N=CC(=C2)C(=O)OCC)C=C1)(F)F